COC(CCC1=C(N=CN1C)C(=O)[O-])=O.[K+] Potassium 5-(3-methoxy-3-oxopropyl)-1-methyl-1H-imidazole-4-carboxylate